3-bromo-1-[2-fluoro-6-(thiophen-3-ylmethoxy)phenyl]-6-methyl-4-(thiophen-3-ylmethoxy)pyridin-2(1H)-one BrC=1C(N(C(=CC1OCC1=CSC=C1)C)C1=C(C=CC=C1OCC1=CSC=C1)F)=O